5-(butoxymethyl)-1,3-oxathiolan-2-one C(CCC)OCC1CSC(O1)=O